COC(=O)C1=NN(C(=C1)C(=O)OC)C.CNC=1N=CC(=C2C=C(N=CC12)NC(=O)C1CC1)\C=C\[Sn](CCCC)(CCCC)CCCC (E)-N-(8-(methylamino)-5-(2-(tributylstannyl)vinyl)-2,7-naphthyridin-3-yl)cyclopropanecarboxamide Dimethyl-1-methylpyrazole-3,5-dicarboxylate